(S)-2-(5-(1-(azepan-4-yl)vinyl)pyrazin-2-yl)-5-(1H-imidazol-1-yl)phenol N1CC[C@H](CCC1)C(=C)C=1N=CC(=NC1)C1=C(C=C(C=C1)N1C=NC=C1)O